N-(3,4-bis((tert-butyldimethylsilyl)oxy)benzyl)carboxamide [Si](C)(C)(C(C)(C)C)OC=1C=C(CNC=O)C=CC1O[Si](C)(C)C(C)(C)C